(2S,4R)-1-((S)-2-amino-3,3-dimethylbutanoyl)-N-((S)-1-(4-(3-cyanopyridin-4-yl)phenyl)ethyl)-4-hydroxypyrrolidine-2-carboxamide N[C@H](C(=O)N1[C@@H](C[C@H](C1)O)C(=O)N[C@@H](C)C1=CC=C(C=C1)C1=C(C=NC=C1)C#N)C(C)(C)C